ClC1=C(C(=C(C=C1OC)OC)Cl)N1C(N(C2=NC(=NC=C2C1)NC)C1CN(CC1)C(C=CCN(C)C)=O)=O 3-(2,6-dichloro-3,5-dimethoxyphenyl)-1-(1-(4-(dimethylamino)but-2-enoyl)pyrrolidin-3-yl)-7-(methylamino)-3,4-dihydropyrimido[4,5-d]pyrimidin-2(1H)-one